3-(2-(4-chloro-2-hydroxyphenyl)-5-isopropyloxazol-4-yl)-1-(4-(2-hydroxyethoxy)-3-methylphenyl)propan-1-one ClC1=CC(=C(C=C1)C=1OC(=C(N1)CCC(=O)C1=CC(=C(C=C1)OCCO)C)C(C)C)O